C1(CC1)CC1=CC(=NN1)C(=O)OCC ethyl 5-(cyclopropylmethyl)-1H-pyrazole-3-carboxylate